5-Amino-3-[4-([[1-methyl-5-(1,1,1-trifluoro-2-methylpropan-2-yl)-1H-pyrazol-3-yl]carbamoyl]methyl)phenyl]-1-(propan-2-yl)-1H-pyrazole-4-carboxamide NC1=C(C(=NN1C(C)C)C1=CC=C(C=C1)CC(NC1=NN(C(=C1)C(C(F)(F)F)(C)C)C)=O)C(=O)N